2-amino-N-((4R)-6-fluoro-3,4-dihydro-2H-pyrano[3,2-b]pyridin-4-yl)-3-methyl-N-((5-(trifluoromethyl)-2-pyridinyl)methyl)-6-quinolinecarboxamide NC1=NC2=CC=C(C=C2C=C1C)C(=O)N(CC1=NC=C(C=C1)C(F)(F)F)[C@@H]1CCOC=2C1=NC(=CC2)F